NCC(O)C1=CC=2C(=NC=C(C2C2CCN(CC2)C(=O)OC(C)(C)C)F)N1S(=O)(=O)C1=CC=C(C=C1)C tert-butyl 4-[2-(2-amino-1-hydroxyethyl)-5-fluoro-1-(4-methylbenzenesulfonyl) pyrrolo[2,3-b]pyridin-4-yl]piperidine-1-carboxylate